CN1N=NC(=C1NC(OC(C)C=1C(=NC=C(C1)Cl)Cl)=O)C1=NC(=C(C=C1)NS(=O)(=O)C)C 1-(2,5-dichloropyridin-3-yl)ethyl (1-methyl-4-(6-methyl-5-(methylsulfonamido) pyridin-2-yl)-1H-1,2,3-triazol-5-yl)carbamate